C(C)(C)(C)OC(=O)NCC(C(=O)OC)CNC(=O)OC(C)(C)C methyl 3-[(tert-butoxycarbonyl)amino]-2-{[(tert-butoxycarbonyl)amino]methyl}propanoate